tetraethylammonium 2-hydroxy-4-((2-(4-iodophenoxy)ethoxy)carbonyl)benzenesulfonate OC1=C(C=CC(=C1)C(=O)OCCOC1=CC=C(C=C1)I)S(=O)(=O)[O-].C(C)[N+](CC)(CC)CC